5-methoxy-4-({6-[(1R,2S)-5'-methoxy-2'-oxo-1',2'-dihydrospiro[cyclopropane-1,3'-indol]-2-yl]-1H-indazol-3-yl}amino)-N,N-dimethylpyridine-2-carboxamide COC=1C(=CC(=NC1)C(=O)N(C)C)NC1=NNC2=CC(=CC=C12)[C@@H]1C[C@@]12C(NC1=CC=C(C=C21)OC)=O